C(CCCCCCCCCCC)S[C@@H](CC(=O)[C@H]1[C@@H](C=CCC1(C)C)C)C |r| (±)-3-(dodecylthio)-1-((1SR,2RS)-2,6,6-trimethylcyclohex-3-en-1-yl)butan-1-one